BrC1=CC=2N(C(=C1)C)N=C(C2[N+](=O)[O-])CC 5-bromo-2-ethyl-7-methyl-3-nitropyrazolo[1,5-a]pyridine